tert-butyl (S)-2-((4-(3-(2,6-dimethylpyridin-4-yl)phenyl)thiazol-2-yl)carbamoyl)pyrrolidine-1-carboxylate CC1=NC(=CC(=C1)C=1C=C(C=CC1)C=1N=C(SC1)NC(=O)[C@H]1N(CCC1)C(=O)OC(C)(C)C)C